1-(4-(4-(6-(4-(4-isopropylpiperazin-1-yl)phenyl)-1-methyl-1H-benzo[d]imidazol-4-yl)phenyl)piperazin-1-yl)-2-methylpropan-2-ol C(C)(C)N1CCN(CC1)C1=CC=C(C=C1)C=1C=C(C2=C(N(C=N2)C)C1)C1=CC=C(C=C1)N1CCN(CC1)CC(C)(O)C